(tert-Butoxycarbonyl)aminotetrahydro-2H-pyran-4-carboxylic acid methyl ester COC(=O)C1CC(OCC1)NC(=O)OC(C)(C)C